OC=1C=C(CN2C(NC3=NC=NC=C23)=O)C=CC1 7-(3-hydroxybenzyl)-7,9-dihydro-8H-purin-8-one